di-tert-butylphosphino-2'-methylbiphenyl C(C)(C)(C)P(C(C)(C)C)C1=C(C=CC=C1)C1=C(C=CC=C1)C